(4e)-3-methyl-4-cyclopentadecen-1-one CC\1CC(CCCCCCCCCC/C=C1)=O